N-acetyl-1,6-diaminopyridine CC(=O)NC1=CC=CC(=N1)N